5-bromo-2-(trifluoromethoxy)toluene BrC=1C=CC(=C(C)C1)OC(F)(F)F